(R)-6-chloro-3-((1-(2-(4-(1-(difluoromethyl)-1H-pyrazol-3-yl)piperidin-1-yl)-3,6-dimethyl-4-oxo-3,4-dihydroquinazolin-8-yl)ethyl)amino)-N-(methylsulfonyl)picolinamide ClC1=CC=C(C(=N1)C(=O)NS(=O)(=O)C)N[C@H](C)C=1C=C(C=C2C(N(C(=NC12)N1CCC(CC1)C1=NN(C=C1)C(F)F)C)=O)C